(3R,4S)-1-(4-{[4-(3,3-difluoropyrRolidin-1-yl)-5-(trifluoromethyl)pyrimidin-2-yl]amino}phenyl)-4-methylpyrrolidin-3-ol FC1(CN(CC1)C1=NC(=NC=C1C(F)(F)F)NC1=CC=C(C=C1)N1C[C@@H]([C@H](C1)C)O)F